BrC=1C=C2C(C(NC(C2=CC1)=O)O)(F)F 6-bromo-4,4-difluoro-3-hydroxy-3,4-dihydro-isoquinolin-1(2H)-one